[Na].NCCC(C)N 2-aminoethyl-aminoethane sodium